O=C1N(CC2=C(C=CC=C12)NCCCCCN1CCNCC1)C1C(NC(CC1)=O)=O 3-(1-oxo-4-((5-(piperazin-1-yl)pentyl)amino)isoindolin-2-yl)piperidine-2,6-dione